1-(1-(Difluoromethyl)-1H-pyrazol-4-yl)-5-(4-fluorophenyl)-4-oxo-1,4-dihydropyridine-3-carboxylic acid FC(N1N=CC(=C1)N1C=C(C(C(=C1)C1=CC=C(C=C1)F)=O)C(=O)O)F